N-(3-chloro-5-(methylsulfonamido)phenyl)-5-(5-fluoro-3-(oxazol-5-ylmethoxy)pyridin-2-yl)-1-methyl-1H-pyrrole-3-carboxamide ClC=1C=C(C=C(C1)NS(=O)(=O)C)NC(=O)C1=CN(C(=C1)C1=NC=C(C=C1OCC1=CN=CO1)F)C